4-oxo-2-phenyl-4H-chromene-7,8-diylbis(3-methylbutyrate) O=C1C=C(OC2=C(C(=CC=C12)C(C(=O)[O-])C(C)C)C(C(=O)[O-])C(C)C)C1=CC=CC=C1